FC1C(C2=CC=CC(C2C1C1=C(C=CC=C1)C=1C=C2C=NC(=NC2=CC1)NC1CCN(CC1)CC(C)(C)OC)(S(=O)(=O)N)F)O 2,4-difluoro-3-(2-([1-(2-methoxy-2-methylpropyl)piperidin-4-yl]aminoquinazolin-6-yl)phenyl)-1-hydroxy-2,3-dihydro-1H-indene-4-sulfonamide